bis-(2-methoxyethyl)sulfonium Perfluorophenyl-1-(4-bromo-2-methoxyphenyl)-2-oxo-1,2-dihydroquinoline-6-sulfonate FC1=C(C(N(C2=C(C(=C(C(=C12)F)S(=O)(=O)[O-])F)F)C1=C(C(=C(C(=C1F)F)Br)F)OC(F)(F)F)=O)C1=C(C(=C(C(=C1F)F)F)F)F.COCC[SH+]CCOC